3-(benzyloxy)propionic acid C(C1=CC=CC=C1)OCCC(=O)O